Cl.CN(C(=[N+](C)C)O)C Tetramethyl-Uronium HCl